BrCC1=C2C=CN(C2=CC(=C1OC=1C=CC(=C(C1)C1=NN(C=C1)C(CC=C)C=1C=C(C=CC1)CCC(=O)OCC)F)F)S(=O)(=O)C1=CC=C(C)C=C1 ethyl 3-(3-(1-(3-(5-((4-(bromomethyl)-6-fluoro-1-tosyl-1H-indol-5-yl)oxy)-2-fluorophenyl)-1H-pyrazol-1-yl)but-3-en-1-yl)phenyl)propanoate